2-(2-((3R,4S)-3-amino-4-fluoropiperidin-1-yl)-5-(trifluoromethyl)-1H-benzo[d]imidazol-1-yl)-1-morpholinoethan-1-one N[C@@H]1CN(CC[C@@H]1F)C1=NC2=C(N1CC(=O)N1CCOCC1)C=CC(=C2)C(F)(F)F